(4-(4-amino-1-(4-(3-(dimethoxymethyl)pyrrolidin-1-yl)-3-fluorophenyl)-1H-pyrazolo[3,4-d]pyrimidin-3-yl)benzyl)-5-fluoro-2-methoxybenzamide NC1=C2C(=NC=N1)N(N=C2C2=CC=C(CC=1C(=C(C(=O)N)C=C(C1)F)OC)C=C2)C2=CC(=C(C=C2)N2CC(CC2)C(OC)OC)F